cis-2-heptyl-4-(3-chloro-4-fluorobenzylamino)-7-methoxychroman hydrochloride Cl.C(CCCCCC)[C@@H]1OC2=CC(=CC=C2[C@@H](C1)NCC1=CC(=C(C=C1)F)Cl)OC